CN(CCCN(C(CCCCCCCCC)=O)C(CC(=O)NNC(CCCCCCCC)CCCCCCCC)CCCCCCCCC)C N-[3-(dimethylamino)propyl]-N-{1-[N'-(heptadec-9-yl)hydrazinocarbonyl]undec-2-yl}decanoamide